OCN1C=CC2=C1N=CN=C2N([C@H]2CN(CC[C@H]2C)C(CC#N)=O)C 3-[(3R,4R)-3-[[7-(hydroxymethyl)pyrrolo[2,3-d]pyrimidin-4-yl]-methyl-amino]-4-methyl-1-piperidyl]-3-oxo-propanenitrile